BrC1=CC=2N(C(N(C(C2S1)=O)C=1C=NC=CC1C(F)(F)F)=O)CCC#N 3-(6-bromo-2,4-dioxo-3-(4-(trifluoromethyl)pyridin-3-yl)-3,4-dihydrothieno[3,2-d]pyrimidin-1(2H)-yl)propanenitrile